(4-hydroxyphenyl)methyl-[(2-methylphenyl)methyl]sulfonium OC1=CC=C(C=C1)C[SH+]CC1=C(C=CC=C1)C